2,7-dibromo-3,6-dimethoxy-9,9-dimethyl-9H-fluorene BrC1=CC=2C(C3=CC(=C(C=C3C2C=C1OC)OC)Br)(C)C